O1CCCCC12NC(CCC2)=O 1-oxa-7-azaspiro[5.5]undecan-8-one